2-(4-(difluoromethylene)cyclohex-1-en-1-yl)-4,4,5,5-tetramethyl-1,3,2-dioxaborolane FC(=C1CC=C(CC1)B1OC(C(O1)(C)C)(C)C)F